tert-butyl 4-[2-(4-chloro-3-methyl-phenyl)ethyl]piperidine-1-carboxylate ClC1=C(C=C(C=C1)CCC1CCN(CC1)C(=O)OC(C)(C)C)C